2-hydroxypyrrolidin-2-carboxamide OC1(NCCC1)C(=O)N